C(C)(C)(C)OC(=O)N1CCN(CC1)C=1C(=C2C(=CN1)N(C(=C2C(C)C)B2OC(C(O2)(C)C)(C)C)C(=O)OC(C)(C)C)Cl tert-butyl 5-(4-(tert-butoxycarbonyl)piperazin-1-yl)-4-chloro-3-isopropyl-2-(4,4,5,5-tetramethyl-1,3,2-dioxaborolan-2-yl)-1H-pyrrolo[2,3-c]pyridine-1-carboxylate